B([O-])([O-])[O-].C(C(=O)F)(=O)F.[Li+].[Li+].[Li+] lithium (difluorooxalate) borate